(S)-5-Benzyl-3-(((1-(4-iodophenyl)ethyl)amino)methyl)-1-methyl-1H-pyrazole-4-carboxylic acid C(C1=CC=CC=C1)C1=C(C(=NN1C)CN[C@@H](C)C1=CC=C(C=C1)I)C(=O)O